N1=CN=CC2=NC=C(N=C12)S pteridine-7-thiol